C(C)(C)C=1C(=CC(=NC1)NC1=NC(=NS1)C1=NC=C(C=C1)OC)C(F)(F)F N-(5-isopropyl-4-(trifluoromethyl)pyridin-2-yl)-3-(5-methoxy-pyridin-2-yl)-1,2,4-thiadiazol-5-amine